C(C1=CC=CC=C1)OC(=O)N1C=C(C(=C1)CC)C(CBr)=O (3R,4S)-3-(2-bromoacetyl)-4-ethylpyrrole-1-carboxylic acid benzyl ester